S1C(=C(C=C1)CCN)C=1SC=CC1 bithiopheneethylamine